1-(5-(4-amino-1-isoprop-yl-1H-pyrazolo[3,4-d]-pyrimidin-3-yl)-4-fluoro-indolin-1-yl)-2-(2-fluoro-5-(trifluoromethyl)phenyl)ethan-1-one NC1=C2C(=NC=N1)N(N=C2C=2C(=C1CCN(C1=CC2)C(CC2=C(C=CC(=C2)C(F)(F)F)F)=O)F)C(C)C